L-1-ethyl caproate C(CCCCC)(=O)OCC